(3S)-3-(3-cyclopropyl-2-(5-(2-(dimethylamino)ethyl)-2-oxo-4-(trifluoromethyl)pyridin-1(2H)-yl)propanamido)-3-(4-fluoro-2',4',5,6'-tetramethyl-[1,1'-biphenyl]-3-yl)propanoic acid C1(CC1)CC(C(=O)N[C@@H](CC(=O)O)C=1C=C(C=C(C1F)C)C1=C(C=C(C=C1C)C)C)N1C(C=C(C(=C1)CCN(C)C)C(F)(F)F)=O